2-(4-((S or R)-1-(((R)-((R)-8-cyano-1,2,3,4-tetrahydroquinoxalin-2-yl)(phenyl)methyl)amino)propan-2-yl)thiophen-2-yl)acetic acid C(#N)C=1C=CC=C2NC[C@@H](NC12)[C@@H](C1=CC=CC=C1)NC[C@@H](C)C=1C=C(SC1)CC(=O)O |o1:21|